(S)-4-(6-((4-chloro-2-fluorobenzyl)oxy)-3-(hydroxymethyl)pyridin-2-yl)-3-(hydroxymethyl)piperazine-1-carboxylic acid tert-butyl ester C(C)(C)(C)OC(=O)N1C[C@H](N(CC1)C1=NC(=CC=C1CO)OCC1=C(C=C(C=C1)Cl)F)CO